7-chloro-1-((cyclopropylmethyl)amino)-3-(3,5-dimethoxyphenyl)-2,6-naphthyridine 2-oxide ethyl-(S)-2-(difluoromethylene)-5-oxotetrahydro-1H-pyrrolizine-7a(5H)-carboxylate C(C)OC(=O)[C@]12CCC(N2CC(C1)=C(F)F)=O.ClC1=NC=C2C=C([N+](=C(C2=C1)NCC1CC1)[O-])C1=CC(=CC(=C1)OC)OC